NCCC1=NC=CC=C1 (2-Aminoethyl)pyridine